O1N=C(N=C1)C(=O)N 1,2,4-oxadiazol-3-carboxamide